N=C1N[C@@](CS(C1(C)C)(=O)=O)(C1=CC2=C(SC3=C2C=C(C=C3)[C@H]3[C@@H](C3)C)C=C1)C (R)-3-Imino-2,2,5-trimethyl-5-(8-((1R,2R)-2-methylcyclopropyl)dibenzo[b,d]thiophen-2-yl)thiomorpholine 1,1-dioxide